(2R,4aS,6aS,9S,12bR,14aS,14bR)-9-methoxy-2,4a,6a,9,12b,14a-hexamethyl-10,11-dioxo-1,2,3,4,4a,5,6,6a,9,10,11,12b,13,14,14a,14b-hexadecahydropicene-2-carboxamide CO[C@]1(C2=CC=C3[C@]4(CC[C@]5(CC[C@](C[C@H]5[C@@]4(CC[C@]3(C2=CC(C1=O)=O)C)C)(C(=O)N)C)C)C)C